CC=1C(C(CCC1)(C)C)C(\C=C\C)=O (E)-1-(2,6,6-trimethylcyclohex-2-en-1-yl)but-2-en-1-one